C(C)(C)(C)N1CC(OCC1)C=1N=CN(C1)C1=NC=C(C=C1F)N tert-Butyl-2-(1-(5-amino-3-fluoropyridin-2-yl)-1H-imidazol-4-yl)morpholine